4-(4-chloro-2-fluorophenyl)-2-(2-methoxyphenyl)-5-(pyridin-3-ylmethyl)-1H-pyrazolo[4,3-c]pyridine-3,6(2h,5h)-dione ClC1=CC(=C(C=C1)C=1N(C(C=C2C1C(N(N2)C2=C(C=CC=C2)OC)=O)=O)CC=2C=NC=CC2)F